2-(dimethylamino)-1-(3-(7-(8-methoxy-[1,2,4]triazolo[1,5-a]pyridin-6-yl)-5,6-dimethyl-9H-carbazol-3-yl)piperidin-1-yl)ethan-1-one CN(CC(=O)N1CC(CCC1)C=1C=CC=2NC3=CC(=C(C(=C3C2C1)C)C)C=1C=C(C=2N(C1)N=CN2)OC)C